CN1N=CC(=C1)C=1C=C(C2=CC=CC=C2C1)C(C)NC(OC(C)(C)C)=O tert-butyl (1-(3-(1-methyl-1H-pyrazol-4-yl)naphthalen-1-yl)ethyl)carbamate